(R)-(5-cyclobutyl-1,3,4-oxadiazol-2-yl)(4-(7-(trifluoromethyl)pyrazolo[1,5-a]pyridin-2-yl)-6,7-dihydro-1H-imidazo[4,5-c]pyridin-5(4H)-yl)methanone C1(CCC1)C1=NN=C(O1)C(=O)N1[C@H](C2=C(CC1)NC=N2)C2=NN1C(C=CC=C1C(F)(F)F)=C2